S1C2=C(C=C1)C(=CC=C2)N2CCN(CC2)CCCCOC2=CC=C1C=CC(N(C1=C2)C(=O)OCCCCCCCCC)=O nonyl 7-(4-(4-(benzo[b]thiophen-4-yl)piperazin-1-yl)butoxy)-2-oxoquinoline-1(2H)-carboxylate